Tert-butyl 2-((3-(4-fluorophenyl)-5-methylisoxazol-4-yl) methoxy)-7,8-dihydro-1,6-naphthyridine-6(5H)-carboxylate FC1=CC=C(C=C1)C1=NOC(=C1COC1=NC=2CCN(CC2C=C1)C(=O)OC(C)(C)C)C